Cyclohex-3-ene-1-carbonyl chloride C1(CC=CCC1)C(=O)Cl